Cl.NC/C(/CN1N=CN(C1=O)C1=NC(=CC=C1)C1=CC=C(C=C1)C1=NON=C1)=C\F 2-[(2E)-2-(aminomethyl)-3-fluoroprop-2-en-1-yl]-4-{6-[4-(1,2,5-oxadiazol-3-yl)phenyl]pyridin-2-yl}-2,4-dihydro-3H-1,2,4-triazol-3-one hydrochloride